[SiH3]N1[C@H](CCC1)CO (R)-silyl-prolinol